bis(p-fluorophenyl) disulfide FC1=CC=C(C=C1)SSC1=CC=C(C=C1)F